C1(CC1)C=1N=C2N(N=CC=C2C(=O)N[C@@H]2C[C@@H](C2)OC(F)(F)F)C1C(=O)N 2-Cyclopropyl-N8-[cis-3-(trifluoromethoxy)cyclobutyl]imidazo[1,2-b]pyridazine-3,8-dicarboxamide